C(#N)C=1C=C(C=CC1F)NC(=O)C=1C(=C(N(C1)C)C(C(=O)OCC)=O)C ethyl 2-(4-((3-cyano-4-fluorophenyl) carbamoyl)-1,3-dimethyl-1H-pyrrole-2-yl)-2-oxoacetate